BrC1=CC=C(C=2N1C=C(N2)C(F)(F)F)NC(=O)NC2=CC(=C(C=C2)CN2CCN(CC2)C)C(F)(F)F 1-(5-bromo-2-(trifluoromethyl)imidazo[1,2-a]pyridin-8-yl)-3-(4-((4-methylpiperazin-1-yl)methyl)-3-(trifluoromethyl)phenyl)urea